CN1C(=NC(=C1)C(F)(F)F)C1=CC=C(CN2C3=NC(=NC=C3NC2=O)C=2C(=NC=CC2)N2CCCC2)C=C1 9-(4-(1-methyl-4-(trifluoromethyl)-1H-imidazol-2-yl)benzyl)-2-(2-(pyrrolidin-1-yl)pyridin-3-yl)-7,9-dihydro-8H-purin-8-one